ClC1=C2C=C(N(C2=CC=C1C(F)(F)F)S(=O)(=O)C1=CC=C(C)C=C1)S(=O)(=O)N1CCCC1 4-chloro-2-(pyrrolidin-1-ylsulfonyl)-1-tosyl-5-(trifluoromethyl)-1H-indole